(E)-1-(3-amino-1-(4-((6-amino-9H-purin-9-yl)methyl)-6-(3-fluoro-4-methoxyphenyl)pyridin-3-yl)piperidin-3-yl)ethan-1-one O-methyl oxime CO\N=C(/C)\C1(CN(CCC1)C=1C=NC(=CC1CN1C2=NC=NC(=C2N=C1)N)C1=CC(=C(C=C1)OC)F)N